orthosilicate magnesium [Mg+2].[Si]([O-])([O-])([O-])[O-].[Mg+2]